NC1=C(C(=NC=N1)NCC1C(CN(CC1)C(C=C)=O)OC)C1=CC=C(C=C1)OC1=CC=CC=C1 (4-(((6-amino-5-(4-phenoxyphenyl)pyrimidin-4-yl)amino)methyl)-3-methoxypiperidin-1-yl)prop-2-en-1-one